tris(chloroethyl) phosphate P(=O)(OCCCl)(OCCCl)OCCCl